C1(=C(C(=CC(=C1)C)C)C1=C2C=CC(C(=C3C=CC(=C(C=4C=CC(=C(C5=CC=C1N5)C5=C(C=C(C=C5C)C)C)N4)C4=C(C=C(C=C4C)C)C)N3)C3=C(C=C(C=C3C)C)C)=N2)C.[Co+2] cobalt(II) tetramesitylporphyrin